COC=1C=C2C(=CC1)C(N(CC21CC1)CC(=O)NC1=NC=CC=N1)=O 2-(6-methoxy-1-oxospiro[3H-isoquinoline-4,1'-cyclopropan]-2-yl)-N-pyrimidin-2-ylacetamide